ClC=1C=C(OC2CCC(CC2)NC(=O)C=2N=NC(=CC2)N2C[C@H](OCC2)CN2CCN(CC2)C2=CC(=C(C=C2)C(N[C@@H]2C(NC(CC2)=O)=O)=O)F)C=CC1C#N N-((1r,4R)-4-(3-chloro-4-cyanophenoxy)cyclohexyl)-6-((R)-2-((4-(4-(((S)-2,6-dioxopiperidin-3-yl)carbamoyl)-3-fluorophenyl)piperazin-1-yl)methyl)morpholinyl)pyridazine-3-carboxamide